COC1=CC=CC=2NC(=NC21)NC=2OC(=NN2)N2CCN(CC2)C N-(4-methoxy-1H-benzo[d]imidazol-2-yl)-5-(4-methylpiperazin-1-yl)-1,3,4-oxadiazol-2-amine